naphthalenetetracarboxylic ACID DIIMIDE C1(=C(C(=C(C2=CC=CC=C12)C(=O)O)C(=O)O)C(O)=N)C(O)=N